O[C@H]1[C@@H](C[C@H]2C[C@@H]([C@H]3[C@@H]4CC[C@H]([C@@H](CC(C(=O)OC)OC)C)[C@]4(CC[C@@H]3[C@]2(C1)C)C)OC)OC methyl 2α-hydroxy-3β,7β-dimethoxymethoxyl-5β-cholanoate